N-(1-cyclobutyl-1H-pyrazol-4-yl)-2-(4,4-difluorocyclohexyl)-4-(2-fluorophenyl)nicotinamide C1(CCC1)N1N=CC(=C1)NC(C1=C(N=CC=C1C1=C(C=CC=C1)F)C1CCC(CC1)(F)F)=O